NC=1C(=NC(=CN1)C1=CC(=C2CCN(CC2=C1)C)C)N1N=CC(=C1)C(=O)N(C)CCOCC 1-(3-amino-6-(2,5-dimethyl-1,2,3,4-tetrahydroisoquinolin-7-yl)pyrazin-2-yl)-N-(2-ethoxyethyl)-N-methyl-1H-pyrazole-4-carboxamide